(2S,4R)-N-((R)-1-(4-carbamimidoylthiophen-2-yl)ethyl)-1-((dibenzo[b,d]thiophene-3-carbonyl)glycyl)-4-(methylsulfonyl)pyrrolidine-2-carboxamide C(N)(=N)C=1C=C(SC1)[C@@H](C)NC(=O)[C@H]1N(C[C@@H](C1)S(=O)(=O)C)C(CNC(=O)C=1C=CC2=C(SC3=C2C=CC=C3)C1)=O